CC1(N(C(CCC1)(C)C)OC=C(C(=O)[O-])C)C 2,2,6,6-tetramethylpiperidinyloxy-methacrylate